6-Bromo-2'-(methylthio)-2,3,5',8'-tetrahydrospiro[indene-1,7'-pyrano[4,3-d]pyrimidin]-4'-ol Methyl-6-bromo-4'-oxo-2,3,3',4',5',6'-hexahydrospiro[indene-1,2'-pyran]-5'-carboxylate CC1C2(OCC(C1=O)C(=O)OC=1C3=C(N=C(N1)SC)CC1(OC3)CCC3=CC=C(C=C31)Br)CCC3=CC=C(C=C32)Br